FC=1C=CC(=NC1)NC(CN1C=2N(C(C3=C1C(N(C3)C(C)C)=O)=O)N=C(C2)C2CCN(CC2)C)=O N-(5-fluoropyridin-2-yl)-2-[2-(1-methylpiperidin-4-yl)-5,8-dioxo-6-(propan-2-yl)-5,6,7,8-tetrahydro-4H-pyrazolo[1,5-a]pyrrolo[3,4-d]pyrimidin-4-yl]acetamide